FC(C=1C=NC(=NC1)N1CC2=NNC=C2C1)(F)F 5-(5-(trifluoromethyl)pyrimidin-2-yl)-2,4,5,6-tetrahydropyrrolo[3,4-c]pyrazole